azanediylbis(ethane-2,1-diyl) ditetradecanoate C(CCCCCCCCCCCCC)(=O)OCCNCCOC(CCCCCCCCCCCCC)=O